C(C(S)CC(=O)OCCC(C)C)(=O)OCCC(C)C DIISOPENTYL THIOMALATE